BrCCOC1=CC2=C(N(C=N2)C2CS(C2)(=O)=N)C(=C1)C(F)(F)F 3-[5-(2-bromoethoxy)-7-(trifluoromethyl)-1H-1,3-benzimidazol-1-yl]-1-imino-1λ6-1-thietanone